C12CCC(CC1)N2C(=O)C=2N=C(SC2C=2C=NC(=CC2C(F)F)N[C@H](C(F)(F)F)C)C(=O)NC2CC(C2)O 4-((1s,4s)-7-azabicyclo[2.2.1]Heptane-7-carbonyl)-5-(4-(difluoromethyl)-6-(((1S)-2,2,2-trifluoro-1-methylethyl)amino)-3-pyridinyl)-N-((1r,3S)-3-hydroxycyclobutyl)thiazole-2-carboxamide